2,6-dichloro-4-bromoaniline ClC1=C(N)C(=CC(=C1)Br)Cl